C(C)(=O)OCCC(CCC)SC 3-(methylthio)hexanol acetate